N1=C(C=CC=C1)CC1CCN(CC1)CCCNC(=O)C1CCN(CC1)C1=NC(=NO1)C1=CC=C(C=C1)OC(F)(F)F N-(3-(4-(Pyridin-2-ylmethyl)piperidin-1-yl)propyl)-1-(3-(4-(Trifluoromethoxy)phenyl)-1,2,4-oxadiazol-5-yl)piperidin-4-carboxamid